BrC=1C=C(C=CC1)C1(CC(C1)(F)F)C1=NN=CN1C 3-[1-(3-bromophenyl)-3,3-difluorocyclobutyl]-4-methyl-4H-1,2,4-triazole